C1(CCC1)N1C(NCCC1)=O 1-cyclobutyltetrahydropyrimidin-2(1H)-one